C(C)OC(=O)C1=C(OC=2C(C=3C=CC=NC3C(C21)=O)=O)C 2-Methyl-4,9-dioxo-4,9-dihydrofuro[2,3-g]quinoline-3-carboxylic acid ethyl ester